C(C)(C)C=1OC(=CN1)C(=O)NC(C(=O)N)CCC(C(=O)N)=O 2-(2-isopropyloxazole-5-carboxamido)-5-oxohexanediamide